formaldehyde O-isopropyloxime C(C)(C)ON=C